(morpholinomethyl)-8-azabicyclo[3.2.1]octan-3-ol O1CCN(CC1)CC12CC(CC(CC1)N2)O